COC=1C=C(COC2=CC3=C(C(=CC(O3)=O)C(F)(F)F)C=C2)C=CC1OC 7-((3,4-dimethoxybenzyl)oxy)-4-trifluoromethyl-2H-1-benzopyran-2-one